4-(3-chloro-10-thioxo-10,11-dihydro-5H-pyrido[3,4-e]pyrrolo[1,2-a][1,4]diazepin-8-yl)benzonitrile ClC1=CC2=C(NC(C=3N(C2)C=C(C3)C3=CC=C(C#N)C=C3)=S)C=N1